N,N'-dimethyl-N'-(2-amino-4-(2-methoxyphenyl)thiazol-5-yl-methyl)ethylenediamine CNCCN(CC1=C(N=C(S1)N)C1=C(C=CC=C1)OC)C